COC1=C(C(=CC=C1)OC)OC=C(C)C1=CC=CC=C1 1,3-dimethoxy-2-((2-phenylprop-1-en-1-yl)oxy)benzene